5-Methyl-2'-O-methyluridine CC1=CN(C(=O)NC1=O)[C@H]2[C@@H]([C@@H]([C@H](O2)CO)O)OC